2-((5-cyclopropyl-3-(3,5-dichloropyridin-4-yl)isoxazol-4-yl)methylene)-7-azaspiro[3.5]Nonane-7-carboxylic acid tert-butyl ester C(C)(C)(C)OC(=O)N1CCC2(CC(C2)=CC=2C(=NOC2C2CC2)C2=C(C=NC=C2Cl)Cl)CC1